1-bromo-4-(3-methylbut-2-en-2-yl)benzene BrC1=CC=C(C=C1)C(C)=C(C)C